6-(tert-butyl)phenol C(C)(C)(C)C1=CC=CC=C1O